2-fluoro-4-cyanobenzyl bromide FC1=C(CBr)C=CC(=C1)C#N